2-Chloro-5-fluoro-6-methylnicotinic acid methyl ester COC(C1=C(N=C(C(=C1)F)C)Cl)=O